4-(2-chlorophenyl)-1H-imidazol-2-amine ClC1=C(C=CC=C1)C=1N=C(NC1)N